C(C)C1=C(C(=NN1)C1=NC(=NC(=C1)N1CC(C1)NC)N)C 4-(5-ethyl-4-methyl-1H-pyrazol-3-yl)-6-(3-(methylamino)azetidin-1-yl)pyrimidin-2-amine